FC(C(C)(C)C1=NNC(=N1)CNC(=O)[C@@H]1[C@H](C1)C1=CC=C(C=C1)C1=CC=C(C=C1)C=1C=NN(C1)CC(=O)O)(F)F 2-[4-[4-[4-[(1S,2S)-2-[[3-(2,2,2-trifluoro-1,1-dimethyl-ethyl)-1H-1,2,4-triazol-5-yl]methylcarbamoyl]cyclopropyl]phenyl]phenyl]pyrazol-1-yl]acetic acid